C(C)(=O)NC=1N=C2N(N=C(C=C2)C=2C=C(C(=NC2C)C)C(=O)NCC2=C(C=CC=C2)OCC(F)(F)F)C1 5-{2-acetamidoimidazo[1,2-b]pyridazin-6-yl}-2,6-dimethyl-N-{[2-(2,2,2-trifluoroethoxy)phenyl]methyl}pyridine-3-carboxamide